[Si](C)(C)(C(C)(C)C)OC\C=C(\C1=CC=C(C=C1)C(C)(C)C)/C1=NC(=NC(=C1)C1=C(C=CC=C1C)C)N(S(=O)(=O)C=1C=C(C(=O)OC)C=CC1)COC methyl 3-[[4-[(Z)-3-[tert-butyl(dimethyl)silyl]oxy-1-(4-tert-butylphenyl)prop-1-enyl]-6-(2,6-dimethylphenyl)pyrimidin-2-yl]-(methoxymethyl)sulfamoyl]benzoate